Methyl 5-amino-4-methoxypyrazolo[1,5-a]pyridine-3-carboxylate NC1=C(C=2N(C=C1)N=CC2C(=O)OC)OC